C(C=C)[C@@H]1NC2=C(C=C(C=C2N(C1)CCCOC)C(=O)[O-])[N+](=O)[O-] (S)-2-allyl-4-(3-methoxypropyl)-8-nitro-1,2,3,4-tetrahydroquinoxaline-6-carboxylate